[4-({[1-(methylsulfonyl)pyrrolidin-3-yl]methyl}amino)-3-nitrophenylsulfonyl]-2-(1H-pyrrolo[2,3-b]pyridin-5-yloxy)benzamide CS(=O)(=O)N1CC(CC1)CNC1=C(C=C(C=C1)S(=O)(=O)C=1C(=C(C(=O)N)C=CC1)OC=1C=C2C(=NC1)NC=C2)[N+](=O)[O-]